C[C@]12CC[C@H]3[C@H]([C@@H]1CCC2=O)[C@@H](C=C4[C@@]3(CC[C@@H](C4)O)C)O The molecule is an androstanoid that is dehydroepiandrosterone carrying an additional hydroxy substituent at the 7alpha-position. It has a role as an estrogen, an anti-inflammatory agent, an antioxidant, a rat metabolite and a human xenobiotic metabolite. It is a 17-oxo steroid, a 3beta-hydroxy-Delta(5)-steroid, an androstanoid and a 7alpha-hydroxy steroid. It derives from a dehydroepiandrosterone.